CC=1N=C(NC1)C1=CC=NC=C1C(=O)O methyl-imidazolenicotinic acid